(2-amino-6-(4-methyl-1H-imidazol-1-yl)pyridin-4-yl)methanol NC1=NC(=CC(=C1)CO)N1C=NC(=C1)C